ClC=1C=C(C=CC1OC(F)(F)F)C(\C=C(/F)\C1=CC(=C(C(=O)NN(C2=NC=CC=C2)C)C=C1)C(F)(F)F)C(F)(F)F (Z)-4-(3-(3-chloro-4-(trifluoromethoxy)phenyl)-1,4,4,4-tetrafluorobut-1-en-1-yl)-N'-methyl-N'-(pyridin-2-yl)-2-(trifluoromethyl)benzoyl-hydrazine